1-(6-chloro-5-(trifluoromethyl)pyridin-2-yl)-4,4-difluoroazepane ClC1=C(C=CC(=N1)N1CCC(CCC1)(F)F)C(F)(F)F